O=C1CSC2(C1C(=O)OC)CCN(CC2)C(=O)OCC2=CC=CC=C2 O8-benzyl O4-methyl 3-oxo-1-thia-8-azaspiro[4.5]decane-4,8-dicarboxylate